(S)-ethyl 8-(2-amino-6-((R)-2,2,2-trifluoro-1-(1,2,3,4-tetrahydroquinoxalin-6-yl)ethoxy)pyrimidin-4-yl)-2,8-diazaspiro[4.5]decane-3-carboxylate NC1=NC(=CC(=N1)N1CCC2(C[C@H](NC2)C(=O)OCC)CC1)O[C@@H](C(F)(F)F)C=1C=C2NCCNC2=CC1